C(C)(C)(C)OC(=O)N1CC2OC2(CC1)C1=CC=C2C(=NN(C2=C1)C)N1C(NC(CC1)=O)=O 6-[3-(2,4-dioxohexahydropyrimidin-1-yl)-1-methyl-indazol-6-yl]-7-oxa-3-azabicyclo[4.1.0]heptane-3-carboxylic acid tert-butyl ester